COC(C(C(C)(C)C)N1CC2=CC=CC=C2C1=O)=O 2-(1-methoxy-3,3-dimethyl-1-oxobutan-2-yl)-3-oxoisoindoline